N-(4-(2-(4-chlorophenyl)but-3-yn-2-yl)thiazol-2-yl)-4-(3-(hydroxymethyl)piperazin-1-yl)benzamide ClC1=CC=C(C=C1)C(C)(C#C)C=1N=C(SC1)NC(C1=CC=C(C=C1)N1CC(NCC1)CO)=O